5-amino-2-(1-(tetrahydro-2H-pyran-2-yl)-1H-pyrazol-4-yl)nicotinonitrile NC=1C=NC(=C(C#N)C1)C=1C=NN(C1)C1OCCCC1